C(CCC)[Sn](C1=CC=C(S1)C=1SC(=CC1)[Sn](CCCC)(CCCC)CCCC)(CCCC)CCCC 5,5'-bis(tri-n-butylstannyl)-2,2'-bithiophene